pentaerythritol tetrakis[3-(3,5-dit-butyl-4-hydroxyphenyl) propionate] C(C)(C)(C)C=1C=C(C=C(C1O)C(C)(C)C)CCC(=O)OCC(COC(CCC1=CC(=C(C(=C1)C(C)(C)C)O)C(C)(C)C)=O)(COC(CCC1=CC(=C(C(=C1)C(C)(C)C)O)C(C)(C)C)=O)COC(CCC1=CC(=C(C(=C1)C(C)(C)C)O)C(C)(C)C)=O